ClC1=C(C=CC(=C1)Cl)C1COC2=C(O1)C=CC(=C2)C#N 2-(2,4-dichlorophenyl)-2,3-dihydrobenzo[b][1,4]dioxin-6-carbonitrile